1-benzyl-N-(3,3-difluorocyclobutyl)pyrrolidin-3-amine C(C1=CC=CC=C1)N1CC(CC1)NC1CC(C1)(F)F